ClC1=C(C=C(C=C1)C=1CN(CC1)C(=O)OC(C)(C)C)C(N[C@H](C)C1=CC=CC2=CC=CC=C12)=O tert-Butyl 3-[4-chloro-3-[[(1R)-1-(1-naphthyl)ethyl]carbamoyl]phenyl]-2,5-dihydropyrrole-1-carboxylate